C(C1CO1)OC#CC propynyl glycidyl ether